OC1(CCC1)C1=NC=CC=C1 2-(1-hydroxycyclobutyl)pyridin